2-hydroxy-3-(2-(pyrrolidin-1-yl)ethyl)benzaldehyde OC1=C(C=O)C=CC=C1CCN1CCCC1